4-METHYL-3-DECEN-5-OL CC(=CCC)C(CCCCC)O